(l)-5,5-dimethylhydantoin CC1(C(NC(N1)=O)=O)C